5-(2-hydroxypropan-2-yl)-1-(1-((2-(trimethylsilyl)ethoxy)methyl)-1H-pyrazol-4-yl)-4,6,7,8-tetrahydro-3H-9-oxa-2-thia-4-azabenzo[cd]azulen-3-one OC(C)(C)C=1NC(C=2SC(=C3OCCCC1C23)C=2C=NN(C2)COCC[Si](C)(C)C)=O